C1(CCC1)ONC(=O)C=1C=NN2C1N=C(C=C2NC)NC=2C(N(C=CC2)N2C=CC=C2)=C=O N-cyclobutyloxy-7-(methylamino)-5-((2-carbonyl-1-(1H-pyrrol-1-yl)-1,2-dihydropyridin-3-yl)amino)pyrazolo[1,5-a]pyrimidine-3-carboxamide